C(#N)[C@H](CC1=C(C=C(C=C1)C=1C=CC2=C(N(C(O2)=O)C)C1)F)NC(=O)[C@H]1OCCCNC1 (2S)-N-[(1S)-1-cyano-2-[2-fluoro-4-(3-methyl-2-oxo-1,3-benzoxazol-5-yl)phenyl]ethyl]-1,4-oxazepane-2-carboxamide